C1(CC1)C=NO cyclopropanecarbaldehyde oxime